Cl.N[C@H](COC1C(N(CC1)C1CCN(CC1)C1=NC=C(C#N)C=C1)=O)COC 6-(4-(3-((S)-2-amino-3-methoxypropoxy)-2-oxopyrrolidin-1-yl)piperidin-1-yl)nicotinonitrile hydrochloride